4-(2-(((3-fluoropropyl)amino)ethyl)benzyl)-2-(4-methoxy-2-methylphenyl)-1H-indol-5-ol FCCCNCCC1=C(CC2=C3C=C(NC3=CC=C2O)C2=C(C=C(C=C2)OC)C)C=CC=C1